5-(1-cyclopropyl-2-methyl-1H-imidazo[4,5-b]pyridin-6-yl)-N-(1-methylpyrazol-4-yl)-4-(pyrrolidin-1-yl)pyrrolo[2,1-F][1,2,4]triazin-2-amine C1(CC1)N1C(=NC2=NC=C(C=C21)C=2C=CN1N=C(N=C(C12)N1CCCC1)NC=1C=NN(C1)C)C